2-(dimethylamino)-2-methyl-3-(1-tosyl-1H-indol-7-yl)propan-1-ol CN(C(CO)(CC=1C=CC=C2C=CN(C12)S(=O)(=O)C1=CC=C(C)C=C1)C)C